C(C)(=O)O[C@H]1COC2=C1C=C(C=C2S(=O)(=O)NC=2C(=C(C(=CC2)F)C=2C=C1C=NC(=NC1=C(C2)F)NC2CCN(CC2)C(=O)OC(C)(C)C)F)Cl tert-butyl 4-[(6-{3-[(3R)-3-(acetyloxy)-5-chloro-2,3-dihydro-1-benzofuran-7-sulfonamido]-2,6-difluorophenyl}-8-fluoroquinazolin-2-yl) amino]piperidine-1-carboxylate